benzyl (2S)-2-(cyanomethyl)-4-[8-fluoro-2-[[(2S,4R)-4-fluoro-1-methyl-pyrrolidin-2-yl]methoxy]-7-(8-methyl-1-naphthyl)pyrido[4,3-d]pyrimidin-4-yl]piperazine-1-carboxylate C(#N)C[C@@H]1N(CCN(C1)C=1C2=C(N=C(N1)OC[C@H]1N(C[C@@H](C1)F)C)C(=C(N=C2)C2=CC=CC1=CC=CC(=C21)C)F)C(=O)OCC2=CC=CC=C2